C(C)(C)(C)C1=C(C=2C(=NC(=CN2)Cl)N1C)\C=C\OC 6-tert-butyl-3-chloro-7-[(E)-2-methoxyvinyl]-5-methyl-pyrrolo[2,3-b]pyrazine